{[rel-(2R,3S)-3-(2-chlorophenyl)-2-(2,4-difluorophenyl)oxiran-2-yl]methyl}-1H-1,2,4-triazole ClC1=C(C=CC=C1)[C@H]1[C@@](O1)(C1=C(C=C(C=C1)F)F)CN1N=CN=C1 |o1:7,8|